FC=1N=NOB1 4-fluoro-1,2,3,5-oxadiazaborole